(difluoromethoxy)-1-((2-fluoro-5-methylpyridin-4-yl)methyl)-1H-pyrrole-2-carboxamide FC(OC1=C(N(C=C1)CC1=CC(=NC=C1C)F)C(=O)N)F